tert-butyl 2-(7-((4-(4-(benzyloxy)phenyl)-5,6-dihydropyridin-1(2H)-yl)sulfonyl)-4-oxoquinazolin-3(4H)-yl)acetate C(C1=CC=CC=C1)OC1=CC=C(C=C1)C1=CCN(CC1)S(=O)(=O)C1=CC=C2C(N(C=NC2=C1)CC(=O)OC(C)(C)C)=O